methyl (4-bromo-3-fluoro-2-nitrophenyl)alaninate BrC1=C(C(=C(C=C1)N[C@@H](C)C(=O)OC)[N+](=O)[O-])F